2-phenyl-1-(phenylsulfonyl)-1H-imidazol C1(=CC=CC=C1)C=1N(C=CN1)S(=O)(=O)C1=CC=CC=C1